1-(3-fluoro-2-methylbenzyl)-3-(6-methoxy-5-(1H-pyrazol-4-yl)pyridin-2-yl)-8-(3-(2-oxopyrrolidin-1-yl)propionyl)-1,3,8-triazaspiro[4.5]decan-2-one FC=1C(=C(CN2C(N(CC23CCN(CC3)C(CCN3C(CCC3)=O)=O)C3=NC(=C(C=C3)C=3C=NNC3)OC)=O)C=CC1)C